N-((7R)-2-Cyano-2-azabicyclo[2.2.1]heptan-7-yl)-5-(3-((4-fluorophenyl)amino)pyridin-4-yl)thiazol-2-carboxamid C(#N)N1C2CCC(C1)[C@H]2NC(=O)C=2SC(=CN2)C2=C(C=NC=C2)NC2=CC=C(C=C2)F